N-Stearylerucamid C(CCCCCCCCCCCCCCCCC)NC(CCCCCCCCCCC\C=C/CCCCCCCC)=O